(6R)-2-amino-4,5,6,7-tetrahydro-6-(propylamino)benzothiazole 4-(azetidin-3-ylmethoxy)-2-(2,6-dioxopiperidin-3-yl)isoindoleBenzyl-N-(azetidin-3-yl)carbamate hydrochloride Cl.N1CC(C1)COC=1C2=CN(C(=C2C=CC1)C1=CC=CC=C1CN(C(O)=O)C1CNC1)C1C(NC(CC1)=O)=O.NC=1SC2=C(N1)CC[C@H](C2)NCCC